4-((2-(4-aminopiperidin-1-yl)pyrido[2,3-b]pyrazin-6-yl)thio)-3-chloropyridin-2-amine NC1CCN(CC1)C=1N=C2C(=NC1)N=C(C=C2)SC2=C(C(=NC=C2)N)Cl